BrC1=C(CN(C(C(C)(C)C)=O)CC(=O)O)C=CC=C1F 2-(N-(2-bromo-3-fluorobenzyl)pivalamidyl)acetic acid